ClC1=C2C(N(C(NC2=C(C=C1)S(=O)(=O)C1=CC(=C2C=NN(C2=C1)CCC1CCC1)F)=O)O)=O 5-chloro-8-((1-(2-cyclobutylethyl)-4-fluoro-1H-indazol-6-yl)sulfonyl)-3-hydroxyquinazoline-2,4(1H,3H)-dione